4,6-dimethoxypyridin-2-ylthiourea COC1=CC(=NC(=C1)OC)NC(=S)N